C(C(C)C)C1=CC(=C(C#N)C=C1)N1CCN(CC1)CC1=NC=CC=N1 4-isobutyl-2-(4-(pyrimidin-2-ylmethyl)piperazin-1-yl)benzonitrile